N-(1-((7-cyclopropoxy-3-fluoronaphthalen-1-yl)methyl)cyclopropyl)acetamide C1(CC1)OC1=CC=C2C=C(C=C(C2=C1)CC1(CC1)NC(C)=O)F